C(C)(C)(C)C1NCC2C1CC(C2)=O tert-butyl-5-oxohexahydrocyclopenta[c]pyrrole